C(C)(C)(C)C=1C=C(C=C(C1O)C(C)(C)C)C(C(=O)OCCSCCO)(C)C1=CC(=C(C(=C1)C(C)(C)C)O)C(C)(C)C thio-diethylene glycol bis(3,5-di-tert-butyl-4-hydroxyphenyl)propionate